ClC1=C(C(=CC=C1C)Cl)NC(=O)C=1C(=NC(=NC1)SC)C N-(2,6-dichloro-3-methyl-phenyl)-4-methyl-2-methylsulfanyl-Pyrimidine-5-carboxamide